tert-butyl (R)-((3-(3,6-dichloro-5-methylpyridazine-4-carboxamido)phenyl)(methyl)(oxo)-λ6-sulfaneylidene)carbamate ClC=1N=NC(=C(C1C(=O)NC=1C=C(C=CC1)[S@](=O)(C)=NC(OC(C)(C)C)=O)C)Cl